1-ethyl-2,5-di-tert-butyl-2,5-dimethyl-1-aza-2,5-disilacyclopentane C(C)N1[Si](CC[Si]1(C)C(C)(C)C)(C)C(C)(C)C